dichlorostyrene C1=CC=C(C=C1)C=C(Cl)Cl